5-((3-((tert-butyldimethylsilyl)oxy)bicyclo(1.1.1)pentan-1-yl)methoxy)-1,3,4-thiadiazol-2-amine [Si](C)(C)(C(C)(C)C)OC12CC(C1)(C2)COC2=NN=C(S2)N